FC(C=1C=CC=2N(C1)C(=NC2C2=CC=C(C=C2)C(F)(F)F)/C=C/C(=O)O)(F)F (E)-3-(6-(trifluoromethyl)-1-(4-(trifluoromethyl)phenyl)imidazo[1,5-a]pyridin-3-yl)acrylic acid